CC1C(CCCC1N)N 1-methyl-2,6-diamino-cyclohexane